5-[(4R,7S,8aS)-4-methyl-7-(6-piperazin-1-yl-3,4-dihydro-1H-isoquinolin-2-yl)-3,4,6,7,8,8a-hexahydro-1H-pyrrolo[1,2-a]pyrazin-2-yl]quinoline-8-carbonitrile C[C@@H]1CN(C[C@H]2N1C[C@H](C2)N2CC1=CC=C(C=C1CC2)N2CCNCC2)C2=C1C=CC=NC1=C(C=C2)C#N